(R)-8-(2-((S)-2,2-Dimethylcyclohexyl)thiazol-5-yl)-9-oxooctahydro-2H-pyrazino[1,2-a]pyrazin CC1([C@H](CCCC1)C=1SC(=CN1)N1C([C@@H]2N(CCNC2)CC1)=O)C